2-((6-(1,1-difluoroethyl)-2-methylpyridin-3-yl)sulfonyl)-6-((S)-1-((S)-tetrahydrofuran-3-yl)ethyl)-2,6-diazaspiro[3.3]heptane FC(C)(F)C1=CC=C(C(=N1)C)S(=O)(=O)N1CC2(C1)CN(C2)[C@@H](C)[C@H]2COCC2